Br[C@@H](C(=O)N)CC (R)-2-bromo-butyramide